tert-butyl 1'-(2-chloropyrimidin-4-yl)-5'-methyl-1',2'-dihydrospiro[azetidine-3,3'-pyrrolo[3,2-b]pyridine]-1-carboxylate ClC1=NC=CC(=N1)N1CC2(C3=NC(=CC=C31)C)CN(C2)C(=O)OC(C)(C)C